lactate copper [Cu+2].C(C(O)C)(=O)[O-].C(C(O)C)(=O)[O-]